BrC=1C(=NC(=NC1)NC1=C(C=C(C(=C1)C)N1CCC(CC1)N1CCN(CC1)C)OC)N1C=C(C2=CC=C(C=C12)F)C=O 1-(5-Bromo-2-((2-methoxy-5-methyl-4-(4-(4-methylpiperazin-1-yl)piperidin-1-yl)phenyl)amino)pyrimidin-4-yl)-6-fluoro-1H-indole-3-carbaldehyde